C(=C)OC vinylmethyl ether